(S)-2-bromo-N-(1-(4-methoxy-3-methylphenyl)ethyl)acetamide BrCC(=O)N[C@@H](C)C1=CC(=C(C=C1)OC)C